COC=1C=C2[C@]3(C(NC2=CC1)=O)[C@@H](C3)C3=CC=C1C(=NNC1=C3)NC=3C(=NC=C(C3)C=3C=NN(C3)C)OC (1R,2S)-5'-methoxy-2-(3-{[2-methoxy-5-(1-methyl-1H-pyrazol-4-yl)pyridin-3-yl]amino}-1H-indazol-6-yl)spiro[cyclopropane-1,3'-indol]-2'(1'H)-one